ClC1=NC=CC=C1CN1C(C2=CC=C(C=C2C=N1)SC1=NN(C=C1)C1OCCCC1)=O 2-((2-chloropyridin-3-yl)methyl)-6-(1-(tetrahydro-2H-pyran-2-yl)-1H-pyrazol-3-ylthio)phthalazin-1(2H)-one